1-(tert-butyl)-1H-pyrazole-4-carbonyl chloride C(C)(C)(C)N1N=CC(=C1)C(=O)Cl